N2-[4-fluoro-3-(thiomorpholinomethyl)phenyl]-N4-[2-(6-methyl-2-pyridyl)pyrimidin-4-yl]pyrimidine-2,4-diamine FC1=C(C=C(C=C1)NC1=NC=CC(=N1)NC1=NC(=NC=C1)C1=NC(=CC=C1)C)CN1CCSCC1